ClC1=C(NC=2NN(C3=CC(C=CC23)=N[C@H](C(=O)[O-])[C@@H](C)O)C)C=CC=C1C1=CC2=C(OCCO2)C=C1 (2S,3R)-2-((3-(2-chloro-3-(1,4-benzodioxan-6-yl) anilino)-1-methylindazol-6-ylidene) amino)-3-hydroxybutyrate